C(CCC)N(C(CCCCCCCCC(CCCCCCCCC(=O)N(CCCCCCCCCC)CCCCCCCCCC)N(C(CCN(C)C)=O)CCCCCCCCCC)=O)C(CCCCCCCC)CCCCCCCC N1-BUTYL-N19,N19-DIDECYL-10-(N-DECYL-3-(DIMETHYLAMINO)PROPANAMIDO)-N1-(HEPTADECAN-9-YL)NONADECANEDIAMIDE